FC(C)(F)C1=NC=CC(=N1)NC1=CC(=NC=C1C1=NC=C(N=C1)N(C)C)NC(C)=O N-(4-((2-(1,1-difluoroethyl)pyrimidin-4-yl)amino)-5-(5-(dimethylamino)pyrazin-2-yl)pyridin-2-yl)acetamide